2-amino-4-benzyloxy-5-nitropyrimidine NC1=NC=C(C(=N1)OCC1=CC=CC=C1)[N+](=O)[O-]